C(C)(C)(C)OC(=O)N1C(CN(CC1)C1=C(C=C(C=C1)N)Br)(C)C.N1=CC(=CC=C1)C=1C=C(C=C(C1)C=1C=NC=CC1)C1=CC(=CC=C1)C1=CC(=CC(=C1)C=1C=NC=CC1)C=1C=NC=CC1 1,3-bis(3,5-di(pyridin-3-yl)phenyl)benzene tert-butyl-4-(4-amino-2-bromophenyl)-2,2-dimethylpiperazine-1-carboxylate